N1N=NC=C1C=1C=C(C=CC1)C=1C=NC(=NC1)N1CCN(CC1)CC#C 5-(3-(1,2,3-triazol-5-yl)phenyl)-2-(4-(prop-2-yn-1-yl)piperazin-1-yl)pyrimidine